tert-butoxycarbonyl-D-tyrosine C(C)(C)(C)OC(=O)N[C@H](CC1=CC=C(C=C1)O)C(=O)O